C(C1=CC=CC=C1)C1CCN(CC1)CCNS(=O)(=O)C1=CC=C(C=C1)OCCCC N-(2-(4-benzylpiperidin-1-yl)ethyl)-4-butoxybenzenesulfonamide